4-amino-N-(4-(methoxymethyl)phenyl)-7-(1-methylcyclopropyl)-6-(3-thiomorpholinoprop-1-yn-1-yl)-7H-pyrrolo[2,3-d]pyrimidine-5-carboxamide NC=1C2=C(N=CN1)N(C(=C2C(=O)NC2=CC=C(C=C2)COC)C#CCN2CCSCC2)C2(CC2)C